4-(((6-chlorobenzo[d]oxazol-2-yl)thio)methyl)benzonitrile ClC1=CC2=C(N=C(O2)SCC2=CC=C(C#N)C=C2)C=C1